FC=1C=C(C=C(C1)F)C1=NO[C@](C1)(C(=O)N[C@@H]1C=C[C@@H](C1)C(=O)O)C (1R,4S)-4-[[(5R)-3-(3,5-difluorophenyl)-5-methyl-4H-isoxazole-5-carbonyl]amino]cyclopent-2-ene-1-carboxylic acid